FC1(CCN(CC1)C(=O)C=1C=C2C=CC=C(C2=CC1)C=1C=NC=2C(NC=CC2C1)=O)F 3-[6-(4,4-difluoropiperidine-1-carbonyl)-1-naphthyl]-7H-1,7-naphthyridin-8-one